COC1CCC(CC1)C1(C=C(NN1[C@@H](C)C1=CC=CC=C1)C(=O)NC)C(=O)N 5-((1r,4S)-4-methoxycyclohexyl)-N3-methyl-1-((S)-1-phenylethyl)-1H-pyrazole-3,5-dicarboxamide